C1(=CC(=CC=C1)N1C(SCC1=O)=N)C1=CC=CC=C1 [1,1'-biphenyl-3-yl]-2-iminothiazolidin-4-one